1-(2-Chloro-4-fluorophenyl)piperazine ClC1=C(C=CC(=C1)F)N1CCNCC1